6-((4-(3-(3,5-dimethyl-1-(3-methyl-[1,2,4]triazolo[4,3-b]pyridazin-6-yl)-1H-pyrazol-4-yl)propanoyl)piperazin-1-yl)methyl)-3,4-dihydroisoquinolin-1(2H)-one CC1=NN(C(=C1CCC(=O)N1CCN(CC1)CC=1C=C2CCNC(C2=CC1)=O)C)C=1C=CC=2N(N1)C(=NN2)C